CC=1C=NC=CC1 3-methylpyridin